P(=O)(O)(O)OCCCCCCCC(C)C isodecanol phosphate